3-[6-chloro-7-(tetramethyl-1,3,2-dioxaborolan-2-yl)quinazolin-4-yl]azetidine-1-carboxylic acid tert-butyl ester C(C)(C)(C)OC(=O)N1CC(C1)C1=NC=NC2=CC(=C(C=C12)Cl)B1OC(C(O1)(C)C)(C)C